6-azaspiro[2.5]oct-4-ene-6-carboxylate C1CC12C=CN(CC2)C(=O)[O-]